NC1=CC=C(C=C1)C1=C(C=2N=CN=C(C2N1C1=CC(=C(C=C1)OC1=NC(=CC=C1)C)F)N)CN1CCOCC1 6-(4-aminophenyl)-5-(3-fluoro-4-((6-methylpyridin-2-yl)oxy)phenyl)-7-(morpholinomethyl)-5H-pyrrolo[3,2-d]pyrimidin-4-amine